ClC=1C=C(C(=NC1)OC(F)F)N 5-chloro-2-(difluoromethoxy)pyridin-3-amine